C[N+](CCCS(=O)(=O)[O-])(CCO)C 3-[Dimethyl-(2-hydroxyethyl)ammonio]-1-propansulfonat